2-[[4-(1-methylpiperidin-4-yl)phenyl]amino]-5H,6H,8H-pyrido[3,4-d]pyrimidine-7-carboxylate CN1CCC(CC1)C1=CC=C(C=C1)NC=1N=CC2=C(N1)CN(CC2)C(=O)[O-]